1-(6-amino-pyridin-3-yl)-4-methyl-piperidin-4-ol NC1=CC=C(C=N1)N1CCC(CC1)(O)C